C(C)(C)(C)C1=CC=C(C=C1)C1=CC=C(C=C1)I 4-(tert-butyl)-4'-iodo-1,1'-biphenyl